3-(4-((5-azidopentyl)thio)-1-oxoisoindolin-2-yl)piperidine-2,6-dione N(=[N+]=[N-])CCCCCSC1=C2CN(C(C2=CC=C1)=O)C1C(NC(CC1)=O)=O